ClC=1C(N(C(=CC1OC([2H])([2H])C1=NC=C(C=C1F)F)C)C1=CC(=NC=C1C)N1C(C(=CC=C1)C(C)(C)O)=O)=O 3''-chloro-4''-((3,5-difluoropyridin-2-yl)methoxy-d2)-3-(2-hydroxypropan-2-yl)-5',6''-dimethyl-2H,2''H-[1,2':4',1''-terpyridin]-2,2''-dione